N-((2-(2,6-dioxopiperidin-3-yl)-1-oxoisoindolin-5-yl)methyl)-8-methyl-2-(pyridin-3-yl)quinoline-4-Carboxamide O=C1NC(CCC1N1C(C2=CC=C(C=C2C1)CNC(=O)C1=CC(=NC2=C(C=CC=C12)C)C=1C=NC=CC1)=O)=O